N-ethyl-2-(5-fluoro-2,3,4,7-tetrahydropyrano[2,3-e]indol-9-yl)ethan-1-amine C(C)NCCC1=CNC2=CC(=C3C(=C12)OCCC3)F